FC1=CC=C(C=C1)C#CC(=O)OC(C#CC1=CC=C(C=C1)F)=O 3-(4-fluorophenyl)-2-propynoic acid anhydride